C1(=CC=CC=C1)N1COCC1 N-phenyl-oxazolidine